C(=O)(OC1CCC(CC1)C(C)(C)C)OOC(=O)OC1CCC(CC1)C(C)(C)C di(4-tertiary butylcyclohexyl) peroxydicarbonate